N[C@@H](C(=O)NC1=CC=CC=C1)C (R)-2-amino-N-phenylpropanamide